(2,6-Dichloropyridin-4-yl)methyl (2S,3aS,7aS)-octahydro-1H-indole-2-carboxylate hydrochloride Cl.N1[C@@H](C[C@@H]2CCCC[C@H]12)C(=O)OCC1=CC(=NC(=C1)Cl)Cl